3-methyl-1-(tetrahydro-2H-pyran-2-yl)-1H-indazole-5-carbaldehyde CC1=NN(C2=CC=C(C=C12)C=O)C1OCCCC1